C1(CC1)N1N=CC(=C1)[C@@H]1OCCC(C1)C1=NC2=NC(=CN=C2C(=N1)C1=C(C=C(C=C1)F)F)C 2-((2R)-2-(1-cyclopropyl-1H-pyrazol-4-yl)tetrahydro-2H-pyran-4-yl)-4-(2,4-difluorophenyl)-7-methylpteridine